C(C=C)(=O)OCC(CCCCC)C 2-methyl-1-heptanol acrylate